The molecule is a dichlorohydroquinone that is hydroquinone substituted by chloro groups at positions 2 and 5 respectively. It has a role as a bacterial xenobiotic metabolite. C1=C(C(=CC(=C1Cl)O)Cl)O